CC1=CCC2=CC(=CC=C12)C 3,6-Dimethyl-1H-indene